C1(CCCC1)N1C2=NC(=NC=C2N=C1NC1=CC=CC=C1)NC1=CC=C(C=C1)N1CCC(CC1)N1CCN(CC1)CC1=CC(=C2C(N(C(C2=C1)=O)C1C(NC(CC1)=O)=O)=O)F 6-((4-(1-(4-((9-cyclopentyl-8-(phenylamino)-9H-purin-2-yl)amino)phenyl)piperidin-4-yl)piperazine-1-yl)methyl)-2-(2,6-dioxopiperidin-3-yl)-4-fluoroisoindoline-1,3-dione